S(=O)(=O)(C1=CC=C(C)C=C1)NC(C1=CC=C(C=C1)C1=NOC(=N1)C(F)(F)F)=O N-tosyl-4-(5-(trifluoromethyl)-1,2,4-oxadiazol-3-yl)benzamide